ClC=1N=C(SC1)C(CN)(C)C=1C=NN(C1)C 2-(4-chlorothiazol-2-yl)-2-(1-methylpyrazol-4-yl)propan-1-amine